1-tert-butyl-N-{[3-(4-{[(3S,4R)-3-fluoro-1-methylpiperidin-4-yl]amino}-1-(2,2,2-trifluoroethyl)-1H-indol-2-yl)-1,2,4-oxadiazol-5-yl]methyl}-1H-pyrrole-3-carboxamide C(C)(C)(C)N1C=C(C=C1)C(=O)NCC1=NC(=NO1)C=1N(C2=CC=CC(=C2C1)N[C@H]1[C@H](CN(CC1)C)F)CC(F)(F)F